C[C@H](CN1C2(C=3C=C4C(=CC3C1)OCO4)CCC4(CC2)OCCO4)COC4=CC=NC=2CCC[C@H](C42)C 6''-[(2R)-2-methyl-3-{[(5R)-5-methyl-5,6,7,8-tetrahydroquinolin-4-yl]oxy}propyl]-6'',7''-dihydro-2''H-dispiro[[1,3]dioxolane-2,1'-cyclohexane-4',5''-[1,3]dioxolo[4,5-f]isoindole]